D-6-deoxyallose O=C[C@H](O)[C@H](O)[C@H](O)[C@H](O)C